COC1=CC=C(C=N1)C1=CN(C2=NC=CC=C21)S(=O)(=O)C2=CC=C(C)C=C2 3-(6-methoxypyridin-3-yl)-1-tosyl-1H-pyrrolo[2,3-b]pyridine